CC1(C2=CC=CC=C2N(C=2C=CC=CC12)C1=CC=C(C=C1)C=C)C 9,9-dimethyl-10-(4-vinylphenyl)-9,10-dihydroacridine